isopropyl-3-phenyl-4,6-dihydropyrrolo[3,4-c]pyrazole-5(1H)-carbonitrile C(C)(C)N1N=C(C2=C1CN(C2)C#N)C2=CC=CC=C2